(Z)-3-(2-chlorophenyl)-2-((ethoxycarbonyl)imino)-2,3-dihydrothiazole-4-carboxylic acid methyl ester COC(=O)C=1N(/C(/SC1)=N/C(=O)OCC)C1=C(C=CC=C1)Cl